S1C=C(C2=C1C=CC=C2)N[C@@H](C)C(=O)O 3-benzo-thienylalanine